Perfluorophenyl 4-((1H-pyrazol-1-yl)methyl)-2,5-dimethoxybenzoate N1(N=CC=C1)CC1=CC(=C(C(=O)OC2=C(C(=C(C(=C2F)F)F)F)F)C=C1OC)OC